(3-methoxyphenyl)-N-(2-(4-methylpiperazin-1-yl)ethyl)-5-(2-nitrophenyl)oxazole-4-carboxamide COC=1C=C(C=CC1)C=1OC(=C(N1)C(=O)NCCN1CCN(CC1)C)C1=C(C=CC=C1)[N+](=O)[O-]